C(CCC)[P+](CCCCCCCCCCCC)(CCCC)CCCC tributyldodecyl-phosphonium